S1C(=NC2=C1C=CC=C2)CN2CCN(CC2)C2=C(C(=O)OC)C=CC(=C2)O methyl 2-(4-(benzo[d]thiazol-2-ylmethyl) piperazin-1-yl)-4-hydroxybenzoate